2-[4-(2-chlorooxazol-5-yl)phenoxy]-N,N-dimethyl-ethylamine ClC=1OC(=CN1)C1=CC=C(OCCN(C)C)C=C1